1,3,3,4,4-Pentafluoro-2-iodocyclobutene FC1=C(C(C1(F)F)(F)F)I